CC1=CC(=NC=C1C(=O)O)C 4,6-dimethylnicotinic acid